CN(C1=CC2=C(N=C(S2)C2=CC=C(C=C2)C=2C=CC(=NC2)N(CCOCCOC=2C=C(C(=CC2)C(=O)OC)C(=O)OC)C(=O)OC(C)(C)C)C=C1)C dimethyl 4-[2-[2-[[5-[4-[6-(dimethylamino)-1,3-benzothiazol-2-yl]phenyl]pyridin-2-yl]-[(2-methylpropan-2-yl)oxycarbonyl]amino]ethoxy]ethoxy]benzene-1,2-dicarboxylate